FC=1C=CC(=NC1)C1=NN(C=C1C1=CC=NC=2CNCCC12)C 4-[3-(5-fluoro-2-pyridinyl)-1-methyl-pyrazol-4-yl]-5,6,7,8-tetrahydro-1,7-naphthyridine